NC1(CC1)COC1=CC(=C2CC(CC2=C1)CNCCC1CN(C(O1)=O)C=1C=CC=2OCC(NC2N1)=O)F 6-[5-[2-[[6-[(1-aminocyclopropyl)methoxy]-4-fluoro-2,3-dihydro-1H-inden-2-yl]methylamino]ethyl]-2-oxo-1,3-oxazolidin-3-yl]-4H-pyrido[3,2-b][1,4]oxazin-3-one